COC1=CC=C(C=C1)S(=O)(=O)CCC[SiH3] 3-((4-methoxyphenyl)sulfonyl)propylsilane